N-benzyl-4-(4-methoxyphenyl)-7,7-dimethyl-5,6,7,8-tetrahydro-6,8-methanoquinazolin-2-amine C(C1=CC=CC=C1)NC1=NC=2C3C(C(CC2C(=N1)C1=CC=C(C=C1)OC)C3)(C)C